1-(1-(2-fluorobenzoyl)-1H-pyrrol-3-yl)-2-(pyridin-3-yl)ethan-1-one FC1=C(C(=O)N2C=C(C=C2)C(CC=2C=NC=CC2)=O)C=CC=C1